N-(2-chloro-4-(trifluoromethyl)phenyl)-2-(5-ethyl-2-(4-methoxycyclohex-1-en-1-yl)-6-((R)-3-methylpiperazin-1-yl)-7-oxo-[1,2,4]triazolo[1,5-a]pyrimidin-4(7H)-yl)acetamide ClC1=C(C=CC(=C1)C(F)(F)F)NC(CN1C=2N(C(C(=C1CC)N1C[C@H](NCC1)C)=O)N=C(N2)C2=CCC(CC2)OC)=O